N-(2-((2R,6S)-2,6-dimethylmorpholino)-5-(trifluoromethyl)pyridin-4-yl)-6-(1-methyl-1H-pyrazol-4-yl)picolinamide C[C@H]1O[C@H](CN(C1)C1=NC=C(C(=C1)NC(C1=NC(=CC=C1)C=1C=NN(C1)C)=O)C(F)(F)F)C